4-chloro-5,6-dimethylpyrimidin-2-amine ClC1=NC(=NC(=C1C)C)N